C(C)(C)(C)OC(=O)N(C1CCN(CC1)C1=CC=CC=2N(CCOC21)C(=O)OCC2=CC=CC=C2)C benzyl 8-[4-[tert-butoxycarbonyl(methyl)amino]-1-piperidyl]-2,3-dihydro-1,4-benzoxazine-4-carboxylate